2-SEC-BUTYL-1H-IMIDAZOLE-4-CARBALDEHYDE C(C)(CC)C=1NC=C(N1)C=O